4-(trans-4-pentylcyclohexyl)benzaldehyde C(CCCC)[C@@H]1CC[C@H](CC1)C1=CC=C(C=O)C=C1